Ethanesulfonic acid {1-[5-(1-methyl-2-oxo-1,2,3,4-tetrahydro-quinolin-6-yl)-pyridin-3-yl]-cyclopropyl}-amide CN1C(CCC2=CC(=CC=C12)C=1C=C(C=NC1)C1(CC1)NS(=O)(=O)CC)=O